FC1(CN(CC12CC2)C=2C1=C(N=CN2)OC(=C1)C=1C(NC(NC1)=O)=O)F 5-[4-(7,7-difluoro-5-azaspiro[2.4]hept-5-yl)furo[2,3-d]pyrimidin-6-yl]-1H-pyrimidine-2,4-dione